FCC([C@H](CC(=O)OC(C)C)NC(=O)[C@@]1(CC(=NO1)C1=NC=CC2=CC=CC=C12)C(C)C)=O isopropyl (S)-5-fluoro-3-((R)-5-isopropyl-3-(isoquinolin-1-yl)-4,5-dihydroisoxazole-5-carboxamido)-4-oxopentanoate